FC1=C(N)C(=CC=C1F)I 2,3-difluoro-6-iodoaniline